C(C)C1OC(OC1F)=O 4-ethyl-5-fluoro-1,3-dioxolan-2-one